N-(2-(imidazol-3-yl)ethyl)-6-(((2-(imidazol-3-yl)ethyl)-amino)methyl)-2-pyridinecarboxamide N1=CN(C=C1)CCNC(=O)C1=NC(=CC=C1)CNCCN1C=NC=C1